C(C)(C)(C1=CC=CC=C1)O α-Cumyl Alcohol